3-(2-(4-hydroxy-3-(methylsulfonamido)phenyl)-1-oxo-1,2,3,4-tetrahydroisoquinolin-6-yl)-N-methyl-5-(trifluoromethyl)benzamide OC1=C(C=C(C=C1)N1C(C2=CC=C(C=C2CC1)C=1C=C(C(=O)NC)C=C(C1)C(F)(F)F)=O)NS(=O)(=O)C